BrC1=NN(C(=C1F)Br)COCC[Si](C)(C)C 3,5-Dibromo-4-fluoro-1-((2-(trimethylsilyl)ethoxy)methyl)-1H-pyrazole